C(N)(=O)C=1C=CC(=NC1C1=CC=C(C=C1)OC1=CC=CC=C1)C=1CN(CCC1)C(=O)OC(C)(C)C tert-butyl 5-carbamoyl-6-(4-phenoxyphenyl)-5',6'-dihydro-[2,3'-bipyridine]-1'(2'H)-carboxylate